5-Aminoallyluridine-5'-Triphosphate P(O)(=O)(OP(=O)(O)OP(=O)(O)O)OC[C@@H]1[C@H]([C@H]([C@@H](O1)N1C(=O)NC(=O)C(=C1)CC=CN)O)O